[PH2](=O)[O-].[Na+] Natrium hypophosphite